Cl.NC[C@H]1CN(CC1)CC1=C(OCCO)C=CC(=C1)Cl (S)-2-(2-((3-(aminomethyl)pyrrolidin-1-yl)methyl)-4-chlorophenoxy)ethan-1-ol hydrochloride